C(C)(C)(C)C=1C=C(CC2(CC(=C(C(=C2CC2=CC(=C(C(=C2)C(C)(C)C)O)C(C)(C)C)C)CC2=CC(=C(C(=C2)C(C)(C)C)O)C(C)(C)C)C)C)C=C(C1O)C(C)(C)C 3,4,6-tris(3,5-di-tertiary-butyl-p-hydroxybenzyl)-1,3,5-trimethylbenzene